C(C)OC1=C(C=C(C=C1)NC(=O)C=1N=CSC1)C(NC(C)C1=CC(=CC=C1)C)=O N-(4-ethoxy-3-((1-(3-methylphenyl)ethyl)carbamoyl)phenyl)thiazole-4-carboxamide